ammonium malate sodium malate C(C(O)CC(=O)[O-])(=O)[O-].[Na+].C(C(O)CC(=O)O)(=O)O.[NH4+]